6-(trifluoromethyl)isophthalamide (±)-tert-butyl-N-[3-[[(trans)-2-cyanocyclopropanecarbonyl]amino]-6-(4-methylisothiazol-3-yl)-8-isoquinolyl]carbamate C(C)(C)(C)OC(NC=1C=C(C=C2C=C(N=CC12)NC(=O)[C@H]1[C@@H](C1)C#N)C1=NSC=C1C)=O.FC(C1=CC=C(C=C1C(=O)N)C(=O)N)(F)F |r|